N-(2-(4-((1R,4R)-2-oxa-5-azabicyclo[2.2.1]heptane-5-yl)piperidine-1-yl)-5-((6-((R)-3-(4-chloro-3-fluorophenyl)isoxazolidine-2-yl)pyrimidine-4-yl)amino)-4-methoxyphenyl)acrylamide [C@H]12OC[C@H](N(C1)C1CCN(CC1)C1=C(C=C(C(=C1)OC)NC1=NC=NC(=C1)N1OCC[C@@H]1C1=CC(=C(C=C1)Cl)F)NC(C=C)=O)C2